C(C)(C)C=1C=C(C(N(N1)C1=NC=C(C=C1)C)=O)C(=O)N 6-isopropyl-2-(5-methylpyridin-2-yl)-3-oxo-2,3-dihydropyridazine-4-carboxamide